3-amino-N-(1-methylcyclopropyl)quinoxaline-6-sulfonamide NC=1C=NC2=CC=C(C=C2N1)S(=O)(=O)NC1(CC1)C